Methyl 2-(2,3-difluoro-6-(3-fluoro-1-methyl-1H-pyrazol-4-yl)phenyl)imidazo[1,2-a]pyridine-7-carboxylate FC1=C(C(=CC=C1F)C=1C(=NN(C1)C)F)C=1N=C2N(C=CC(=C2)C(=O)OC)C1